NC=1N=NC(=CC1N1CC(CCC1)C1=C(C=C(C(=O)O)C=C1)C1CC1)C1=C(C=CC=C1)O 4-(1-(3-Amino-6-(2-hydroxyphenyl)pyridazin-4-yl)piperidin-3-yl)-3-cyclopropylbenzoic acid